ClC1=CC=C(C=C1)C=1N=C(C=2N(C1)C(=NC2)N[C@H](CO)C)C=2C=NN(C2)C (S)-2-((6-(4-chlorophenyl)-8-(1-methyl-1H-pyrazol-4-yl)imidazo[1,5-a]pyrazin-3-yl)amino)propan-1-ol